β-Ethoxyethylcyanoacrylat C(C)OCCC=C(C(=O)[O-])C#N